3,4-difluoro-2-((2-fluoro-4-iodophenyl)amino)-5-vinylbenzoic acid FC=1C(=C(C(=O)O)C=C(C1F)C=C)NC1=C(C=C(C=C1)I)F